FC=1C=C2[C@@H](N3C(C2=CC1)=CN=C3)[C@@H]3COCC[C@H]3O (3R,4R)-3-((S)-7-fluoro-5H-imidazo[5,1-a]isoindol-5-yl)tetrahydro-2H-pyran-4-ol